N-(4-(3-methoxy-2,6-dimethylphenyl)-[1,2,4]triazolo[4,3-a][1,6]naphthyridin-8-yl)cyclopropanecarboxamide COC=1C(=C(C(=CC1)C)C=1C=2N(C3=CC(=NC=C3C1)NC(=O)C1CC1)C=NN2)C